(5aR,8aR)-7-Benzyl-4,5a,6,7,8,8a-hexahydro-5H-pyrrolo[3,4-d]thieno[3,2-b]pyridin-5-one C(C1=CC=CC=C1)N1C[C@@H]2C3=C(NC([C@H]2C1)=O)C=CS3